ClC1=C(C=CC(=C1)F)C1=NOC(=C1)NC(=O)CC1=CC=C(C(=O)O)C=C1 4-([[3-(2-Chloro-4-fluorophenyl)-1,2-oxazol-5-yl]carbamoyl]methyl)benzoic acid